CC1=NN2C(CN(C3=C2C=CN=C3NC3=C(N=NC(=C3)NC(=O)NC)C(=O)NC([2H])([2H])[2H])C)=C1 4-((2,5-dimethyl-4,5-dihydropyrazolo[1,5-a]pyrido[3,4-e]pyrazin-6-yl)amino)-N-(methyl-d3)-6-(3-methylureido)pyridazine-3-carboxamide